ClC=1C=CN=C2C=C(C(=NC12)C#N)OC 8-Chloro-3-methoxy-1,5-naphthyridine-2-carbonitrile